BrC1=C(C(N(C=C1)CCN(C)C)=O)OC1=C(C=C(C=C1C)F)C 4-bromo-1-(2-(dimethylamino)ethyl)-3-(4-fluoro-2,6-dimethylphenoxy)pyridin-2(1H)-one